2-(2-Bromothiazol-4-yl)ethanol tert-butyl-N-(3-methyl-4-oxo-tetrahydropyran-3-yl)carbamate C(C)(C)(C)N(C(=O)OCCC=1N=C(SC1)Br)C1(COCCC1=O)C